ClC=1C=C2C(=C3C1NC(NC31CCCCC1)=O)OC(=N2)CN2C[C@@H](CC2)O 5-chloro-2-{[(3R)-3-hydroxypyrrolidin-1-yl]methyl}-7,8-dihydro-6H-spiro[[1,3]oxazolo[5,4-f]quinazoline-9,1'-cyclohexane]-7-one